ClC1=C(\C=C\2/C3C(N4N2C(CC4(C)C)=O)C=4C=CC=CC4C3)C=CC=C1 (E)-10-(2-Chlorobenzylidene)-3,3-dimethyl-2,3,4a,9,9a,10-hexahydro-1H-indeno[1,2-c]pyrazolo[1,2-a]pyrazol-1-one